C(#N)C1OCCC1 Cyanotetrahydrofuran